N,N'-bis(2-pyridylmethyl)-N,N'-dimethyl-trans-1,2-diaminocyclohexane N1=C(C=CC=C1)CN([C@H]1[C@@H](CCCC1)N(C)CC1=NC=CC=C1)C